C(#N)CC(=O)NC1COC1 2-cyano-N-(oxetan-3-yl)acetamide